ClC1=C(C=C(C=C1)C1=CC=C2C(CCOC2=C1)NC(O[C@@H]1CN2CCC1CC2)=O)OC (S)-quinuclidin-3-yl (7-(4-chloro-3-methoxyphenyl)chroman-4-yl)carbamate